CC(C)CC(=O)N(C)CC(=O)O The molecule is an N-acyl-amino acid resulting from the formal condensation of carboxy group of isovaleric acid with the amino group of sarcosine. It has a role as a human blood serum metabolite. It is a glycine derivative, a N-acyl-amino acid and a tertiary carboxamide.